C1OC(N2CC=3C=CC=CC3CC21)=O 1,5,10,10a-tetrahydro-3H-oxazolo[3,4-b]isoquinolin-3-one